4-((2,4-bis(benzyloxy)-5-isopropyl-N-(4-(4-methylpiperazin-1-yl)phenyl)benzamido)methyl)benzoic acid C(C1=CC=CC=C1)OC1=C(C(=O)N(C2=CC=C(C=C2)N2CCN(CC2)C)CC2=CC=C(C(=O)O)C=C2)C=C(C(=C1)OCC1=CC=CC=C1)C(C)C